S(=O)(=O)(C1=CC=C(C)C=C1)NC(=O)N1CCC(CC1)CNC(OC(C)(C)C)=O tert-Butyl ((1-(tosylcarbamoyl)piperidin-4-yl)methyl)carbamate